C1(CC1)C=1C=C(C(=NC1)C(=O)N(CC(C)C)[C@@H]1CNC[C@@H](C1)C(=O)N1CC(CC1)(F)F)NC1CC(C1)OC 5-cyclopropyl-N-((3s,5r)-5-(3,3-difluoropyrrolidine-1-carbonyl)piperidin-3-yl)-N-isobutyl-3-(((1r,3s)-3-methoxycyclobutyl)amino)pyridinecarboxamide